COC(=O)C=1C(=CC2=C(N(C=N2)COCC[Si](C)(C)C)C1)Br 5-bromo-1-((2-(trimethylsilyl)ethoxy)methyl)-1H-benzo(d)imidazole-6-carboxylic acid methyl ester